OCCN(CCCCCCCC(=O)OC(CCCCCCCC)CCCCCCCC)CCCCCC(OCCCCCCCCCCC)=O heptadecan-9-yl 8-{(2-hydroxyethyl) [6-oxo-6-(undecyloxy)hexyl]amino}octanoate